BrC=1C(=NC(=NC1)NC1=C(C=C(C(=C1)Br)N1CCC(CC1)N1CCN(CCC1)C)OC)NC1=CC2=C(CCO2)C=C1NS(=O)(=O)C N-(6-((5-bromo-2-((5-bromo-2-methoxy-4-(4-(4-methyl-1,4-diazepan-1-yl)piperidin-1-yl)phenyl)amino)pyrimidin-4-yl)amino)-2,3-dihydrobenzofuran-5-yl)methanesulfonamide